CCCCCCC 1-Methylhexane